(2R,5S)-2-(3-phenoxyphenyl)-5-[(pyrimidin-2-ylamino)methyl]-1,4-thiazepan-3-one O(C1=CC=CC=C1)C=1C=C(C=CC1)[C@H]1SCC[C@H](NC1=O)CNC1=NC=CC=N1